C1(=CC=CC=C1)C=1C(=C(C(=C(C1)S(=O)(=O)[O-])C(F)(F)F)I)C1=CC=CC=C1 diphenyliodo-2-Trifluoromethylbenzenesulfonate